5-(2-chloro-5-(trifluoromethyl)phenyl)-1-(2-(dimethylamino)-2-oxoethyl)-2-oxo-1,2-dihydropyridine-4-carboxylic acid methyl ester COC(=O)C1=CC(N(C=C1C1=C(C=CC(=C1)C(F)(F)F)Cl)CC(=O)N(C)C)=O